6-methoxy-3-(4-methoxyphenyl)-β-naphthylether COC=1C=C2C=C(C(=CC2=CC1)OC1=CC2=CC=C(C=C2C=C1C1=CC=C(C=C1)OC)OC)C1=CC=C(C=C1)OC